(S)-7-((2-methoxyethoxy)methyl)-1,4-oxazepane-4-sulfonamide COCCOC[C@@H]1CCN(CCO1)S(=O)(=O)N